Cl.C1[C@H]2N(CCN1)C(CC2)=O (8aS)-octahydropyrrolo[1,2-a]pyrazin-6-one hydrochloride